4-(2-aminoethyl)-4-methoxypiperidine-1-carboxylic acid benzyl ester C(C1=CC=CC=C1)OC(=O)N1CCC(CC1)(OC)CCN